ClC=1C=C(C=CC1Cl)CC(=O)N([C@@H]1[C@H](CCCC1)N1CCCC1)C 2-(3,4-dichlorophenyl)-N-methyl-N-((1S,2S)-2-(pyrrolidin-1-yl)cyclohexyl)acetamide